C(C)(C)(C)C1=CC=C(C[Se]C#N)C=C1 4-tertbutyl-benzyl selenocyanate